6-(1-((S)-3-fluoropyrrolidin-1-yl)ethyl)-2-(3-((1S,2R)-2-(4-methyl-4H-1,2,4-triazol-3-yl)cyclopropyl)phenyl)-4-(trifluoromethyl)isoindolin-1-one F[C@@H]1CN(CC1)C(C)C1=CC(=C2CN(C(C2=C1)=O)C1=CC(=CC=C1)[C@@H]1[C@@H](C1)C1=NN=CN1C)C(F)(F)F